ClC1=C(C(=O)O)C(=CC(=C1)C(N[C@@H](C)C1=CC=CC=C1)=O)Cl (S)-2,6-dichloro-4-(1-phenylethylcarbamoyl)benzoic acid